ONC(=N)C1=CN=C(S1)CNC(OC(C)(C)C)=O tert-butyl ((5-(N-hydroxycarbamimidoyl)thiazol-2-yl)methyl)carbamate